OC(COC=1C=CC2=C(N=C(S2)NC(CC2=CC=C(OC3=NC=CC=C3C(=O)N)C=C2)=O)C1)(C)C 2-(4-(2-((5-(2-hydroxy-2-methylpropyloxy)benzo[d]thiazol-2-yl)amino)-2-oxoethyl)phenoxy)pyridine-3-carboxamide